ethyl 2-chloro-2-oxo-acetate ClC(C(=O)OCC)=O